CC(C(=O)C1=CC=C(C=C1)SC)C 2-methyl-1-[4-(methylsulfanyl)phenyl]propan-1-one